2-((tri(hydroxymethyl)methyl)amino)ethanesulfonic acid sodium [Na].OCC(CO)(CO)NCCS(=O)(=O)O